O1[C@H](COCC1)CN1N=C2C3=C(CC4(C2=C1)CC4)OC(=C3C)C(=O)NC[C@H]3OC4(COC4)CC3 2'-{[(2S)-1,4-dioxan-2-yl]methyl}-N-{[(6S)-2,5-dioxaspiro[3.4]octan-6-yl]methyl}-8'-methyl-2',5'-dihydrospiro[cyclopropane-1,4'-furo[2,3-g]indazole]-7'-carboxamide